carboxyethyl-hydroxychromene C(=O)(O)CCC=1C(OC2=CC=CC=C2C1)O